(R)-1-(3-((S)-1-(2,2-difluorobenzo[d][1,3]dioxol-5-yl)ethoxy)-4-fluorophenyl)-3-(trifluoromethyl)-4,5,6,7-tetrahydro-1H-indazol-7-ol FC1(OC2=C(O1)C=CC(=C2)[C@H](C)OC=2C=C(C=CC2F)N2N=C(C=1CCC[C@H](C21)O)C(F)(F)F)F